N-benzyl-2-hydroxy-3-(2-(2-(N-(1-(1-(naphthalen-1-yl)ethyl)piperidin-4-yl)methylsulfonamido)acetamido)acetamido)propanamide C(C1=CC=CC=C1)NC(C(CNC(CNC(CN(S(=O)(=O)C)C1CCN(CC1)C(C)C1=CC=CC2=CC=CC=C12)=O)=O)O)=O